5-nitropyrimidin-2-amine [N+](=O)([O-])C=1C=NC(=NC1)N